OCC=1C(=NN(C1C)C1C(N(C(CC1)=O)C(=O)OC(C)(C)C)=O)C tert-Butyl 3-(4-(hydroxymethyl)-3,5-dimethyl-1H-pyrazol-1-yl)-2,6-dioxopiperidine-1-carboxylate